C1CCC2=C(C=3CCCC3C=C12)NC(=O)[N-]S(=O)(=O)C=1C=NN2C1OC[C@H](C2)NC.[Na+] sodium (s)-((1,2,3,5,6,7-hexahydro-s-indacen-4-yl)carbamoyl)((6-(methylamino)-6,7-dihydro-5H-pyrazolo[5,1-b][1,3]oxazin-3-yl)sulfonyl)amide